5-bromo-4-{2-[(tert-butyldimethylsilyl)oxy]ethoxy}-2-chloropyridine BrC=1C(=CC(=NC1)Cl)OCCO[Si](C)(C)C(C)(C)C